4-bromo-5,7-difluorobenzo[b]thiophene-2-carboxylic acid methyl ester COC(=O)C1=CC2=C(S1)C(=CC(=C2Br)F)F